(1R)-N-((S)-1-(5-(2-methoxyquinolin-3-yl)-1H-imidazol-2-yl)-7-oxononyl)-5-azaspiro[2.5]octane-1-carboxamide COC1=NC2=CC=CC=C2C=C1C1=CN=C(N1)[C@H](CCCCCC(CC)=O)NC(=O)[C@@H]1CC12CNCCC2